N-[(3S)-5,5-dimethyl-3-piperidyl]-4-(6-methylsulfonyl-1H-indol-3-yl)-5-(trifluoromethyl)pyrimidin-2-amine CC1(C[C@@H](CNC1)NC1=NC=C(C(=N1)C1=CNC2=CC(=CC=C12)S(=O)(=O)C)C(F)(F)F)C